COC(C(=O)C1=C(C=CC=C1)OC)C1=CC=CC=C1 2,2'-dimethoxy-2-phenyl-acetophenone